1-ethyl-3,5-dimethyl-1H-pyrazole-4-carbaldehyde C(C)N1N=C(C(=C1C)C=O)C